(3S,4R)-4-((7-(2,2-dimethylcyclopentyl)-5-fluoropyrrolo[2,1-f][1,2,4]triazin-2-yl)amino)tetrahydro-2H-pyran-3-ol CC1(C(CCC1)C1=CC(=C2C=NC(=NN21)N[C@H]2[C@@H](COCC2)O)F)C